CN1N=C(C2=CC=C(C=C12)N1C(C[C@H](CC1)NC)=O)C1C(NC(CC1)=O)=O 3-(1-methyl-6-((S)-4-(methylamino)-2-oxopiperidin-1-yl)-1H-indazol-3-yl)piperidine-2,6-dione